(R)-3-((4-Hydroxy-1-(3-phenylbutanoyl)piperidin-4-yl)methyl)-6-(phenyl(2-(pyrrolidin-1-yl)ethyl)amino)pyrimidin-4(3H)-one OC1(CCN(CC1)C(C[C@@H](C)C1=CC=CC=C1)=O)CN1C=NC(=CC1=O)N(CCN1CCCC1)C1=CC=CC=C1